5-methylOxazole-3-carboxamide CC1=CN(CO1)C(=O)N